CN(C1C2CC3(CC(CC1C3)C2)O)C=2N=C(C3=C(N2)NC=C3)NC3=NNC(=C3)C 4-(methyl-(4-[(5-methyl-1H-pyrazol-3-yl)amino]-7H-pyrrolo[2,3-d]pyrimidin-2-yl)amino)adamantan-1-ol